4,6-dichloro-2-methyl-5-pyrimidinecarboxaldehyde ClC1=NC(=NC(=C1C=O)Cl)C